tert-butyl (S)-5-(2-((((9H-fluoren-9-yl)methoxy)carbonyl)amino)-3-(allyloxy)-3-oxopropyl)pyrimidine-2-carboxylate C1=CC=CC=2C3=CC=CC=C3C(C12)COC(=O)N[C@@H](CC=1C=NC(=NC1)C(=O)OC(C)(C)C)C(=O)OCC=C